exo,exo-2,6-norbornanedicarboxaldehyde C12C(CC(CC1C=O)C2)C=O